4-[2-(4-Fluorophenyl)-4-oxo-1,3-thiazolidin-3-yl]-3-methyl-N-(phenylsulfonyl)-benzamide FC1=CC=C(C=C1)C1SCC(N1C1=C(C=C(C(=O)NS(=O)(=O)C2=CC=CC=C2)C=C1)C)=O